IC1=C(C=CC=C1)C1(OCCO1)C (2-iodophenyl)-2-methyl-1,3-dioxolane